ClC1=C2C=NNC2=CC(=C1)CC(=O)NC1=CC(=NC=C1)C(=O)O 4-[[2-(4-chloro-1H-indazol-6-yl)acetyl]amino]pyridine-2-carboxylic acid